C12(CC3CC(CC(C1)C3)C2)CCN2CC(N(C(C2)C)CCNC2=C3C(N(C(=NC3=CC=C2)C)C2C(NC(CC2)=O)=O)=O)C 3-(5-((2-(4-(2-((3r,5r,7r)-adamantan-1-yl)ethyl)-2,6-dimethylpiperazin-1-yl)ethyl)amino)-2-methyl-4-oxoquinazolin-3(4H)-yl)piperidine-2,6-dione